tert-Butyl 4-((5-chloro-3-iso-propylpyrazolo[1,5-a]pyrimidin-7-yl)carbamoyl)piperidine-1-carboxylate ClC1=NC=2N(C(=C1)NC(=O)C1CCN(CC1)C(=O)OC(C)(C)C)N=CC2C(C)C